CC1(NC(=NC=C1)N)N 4-methyl-2,4-pyrimidinediamine